BrC1=CC=C(O[C@H](C(=O)O)C2CC2)C=C1 (S)-(p-bromophenoxy)cyclopropylacetic acid